C1(=CC=CC2=CC=CC=C12)N(C1=CC=C(C2=CC=C(N(C3=CC=CC4=CC=CC=C34)C3=CC=CC4=CC=CC=C34)C=C2)C=C1)C1=CC=CC2=CC=CC=C12 Tetranaphthylbenzidine